Ethyl 5-[2-(benzyloxy) ethyl]-1H-pyrrole-2-carboxylate ethyl-1H-pyrrole-2-carboxylate C(C)OC(=O)C=1NC=CC1.C(C1=CC=CC=C1)OCCC1=CC=C(N1)C(=O)OCC